FC(OC=1C=CC(=NC1OCC)[C@@H](CS(=O)(=O)C)N1C(N(C=2C1=NC=C(C2C)C2=CC=CC=C2)C)=O)F (S)-3-(1-(5-(difluoromethoxy)-6-ethoxypyridin-2-yl)-2-(methylsulfonyl)ethyl)-1,7-dimethyl-6-phenyl-1H-imidazo[4,5-b]pyridin-2(3H)-one